[Br-].[Br-].C(CCCCCCCCC)N1C=CC(C=C1)=C1C=CN(C=C1)CCCCCCCCCC 1,1'-didecyl-4,4'-bipyridyl dibromide